COCC(C)SC(CC(=O)C1C(C=CCC1(C)C)C)C 3-(2-Methoxy-1-methyl-ethyl)sulfanyl-1-(2,6,6-trimethylcyclohex-3-en-1-yl)butan-1-one